ClC1=C2C(=NNC2=C(C=C1)N1C[C@H](CCC1)C1=CC=C(C=C1)N1CCC(CC1)CN1CCC(CC1)C=1N(C2=CC(=CC=C2C1)N1C(NC(CC1)=O)=O)C)C#N 4-Chloro-7-[(3R)-3-{4-[4-({4-[6-(2,4-dioxo-1,3-diazinan-1-yl)-1-methyl-1H-indol-2-yl]piperidin-1-yl}methyl)piperidin-1-yl]phenyl}piperidin-1-yl]-1H-indazole-3-carbonitrile